N-(1H-benzo[D]imidazol-2-yl)-2-methylbenzamide N1C(=NC2=C1C=CC=C2)NC(C2=C(C=CC=C2)C)=O